methyl-2-chloro-3-nitrilopropionamide CC(C(=O)N)(C#N)Cl